(4-(2,5-difluorophenyl)-2-(3,6-dihydro-2H-pyran-4-yl)pyridin-3-yl)carbamic acid tert-butyl ester C(C)(C)(C)OC(NC=1C(=NC=CC1C1=C(C=CC(=C1)F)F)C=1CCOCC1)=O